C1(CCCCC1)CNC1=C(C(=C2C(=NC(=NC2=C1F)C)N)F)F N7-(cyclohexylmethyl)-5,6,8-trifluoro-2-methylquinazoline-4,7-diamine